benzyl (imino(4-(((S)-2-((2R,4S)-4-phenylpiperidine-2-carboxamido) propanamido)methyl)phenyl)methyl)carbamate trifluoroacetate salt FC(C(=O)O)(F)F.N=C(C1=CC=C(C=C1)CNC([C@H](C)NC(=O)[C@@H]1NCC[C@@H](C1)C1=CC=CC=C1)=O)NC(OCC1=CC=CC=C1)=O